OC1=CC(=C2C(=N1)CCC2)C(F)(F)F 2-hydroxy-4-(trifluoromethyl)-6,7-dihydro-5H-cyclopenta[b]pyridine